NCCOCCOCC 2-(2-(2-aminoethoxy)ethoxy)ethan